tris(methylcyclopentadienyl)lanthanum CC1(C=CC=C1)[La](C1(C=CC=C1)C)C1(C=CC=C1)C